OC1=C(C(CCC1)=O)C(C1=CC(=CC=C1)OC1=CC=CC=C1)=O 3-hydroxy-2-(3-phenoxybenzoyl)cyclohex-2-enone